3-(tert-butyl)-N-(1-(2-chloro-4-(2-(cyclopropanecarboxamido)pyridin-4-yl)-5-fluorophenyl)ethyl)-1,2,4-oxadiazole-5-carboxamide C(C)(C)(C)C1=NOC(=N1)C(=O)NC(C)C1=C(C=C(C(=C1)F)C1=CC(=NC=C1)NC(=O)C1CC1)Cl